C1(CC1)C=1C(=NC(=NC1)C)NC1=NNC2=CC(=CC=C12)[C@@H]1C[C@@]12C(NC1=CC=C(C=C21)OC)=O (1R,2S)-2-{3-[(5-cyclopropyl-2-methylpyrimidin-4-yl)amino]-1H-indazol-6-yl}-5'-methoxyspiro[cyclopropane-1,3'-indol]-2'(1'H)-one